C(C1=CC=CC=C1)N1CC(C1)C(=O)N1CC(C2=NC=CC=C21)(C)C (1-benzylazetidin-3-yl)(3,3-dimethyl-2,3-dihydro-1H-pyrrolo[3,2-b]pyridin-1-yl)methanone